FC1=C(C=CC=C1)C1OC(=C(C1=O)O)N 2-(2-fluorophenyl)-5-amino-4-hydroxy-3(2H)-furanone